4-(5-cyclopropyl-7H-pyrrolo[2,3-d]pyrimidin-4-yl)-3-methylpiperazine-1-carboxylic acid tert-butyl ester C(C)(C)(C)OC(=O)N1CC(N(CC1)C=1C2=C(N=CN1)NC=C2C2CC2)C